(1-(2-Amino-3-(1-methyl-1H-indol-3-yl)quinolin-7-yl)piperidin-4-yl)methanol NC1=NC2=CC(=CC=C2C=C1C1=CN(C2=CC=CC=C12)C)N1CCC(CC1)CO